FC1=C(C=2[C@](C3=C(NC2N=C1)CC(CC3=O)(C)C)(C3=CC(=CC=C3)C3=C(C=NC=C3)CC(F)(F)F)C)C#N (R)-3-fluoro-5,8,8-trimethyl-6-oxo-5-(3-(3-(2,2,2-trifluoroethyl)pyridin-4-yl)phenyl)-5,6,7,8,9,10-hexahydrobenzo[b][1,8]naphthyridine-4-carbonitrile